N1(CCC1)C1=NC=C(C=N1)CN1N=CC(=C1)C(=O)OCC ethyl 1-[[2-(azetidin-1-yl)pyrimidin-5-yl]methyl]-1H-pyrazole-4-carboxylate